C(C)(C)(C)NC(=O)N1[C@@H](CCCC1)C1=NC(=NO1)CCC1=CC=NC=C1 (S)-N-(tert-butyl)-2-(3-(2-(pyridin-4-yl)ethyl)-1,2,4-oxadiazol-5-yl)piperidine-1-carboxamide